Methyl 4-((7-hydroxy-5-((methoxycarbonyl)amino)-3-methyl-1H-pyrazolo-[4,3-d]pyrimidin-1-yl)methyl)-3-methoxybenzoate OC=1C2=C(N=C(N1)NC(=O)OC)C(=NN2CC2=C(C=C(C(=O)OC)C=C2)OC)C